[Al].[Ni].FC1=CC=C(C(=O)N2CCN(CC2)CCN2C(NC3(C2=O)CCC(CC3)C3=CC=CC=C3)=O)C=C1 3-(2-(4-(4-Fluorobenzoyl)piperazin-1-yl)ethyl)-8-phenyl-1,3-diazaspiro[4.5]decane-2,4-dione Nickel-Aluminium